COC([C@@H](C(C)C1=CC=CC=C1)O)=O (R)-2-hydroxy-3-phenylbutyric acid methyl ester